CC12CC(C1)(C2)C(=O)N[C@@H](C)C2=NC(=NO2)C2=CC(=NC=C2)C(F)(F)F 3-methyl-N-[(1S)-1-[3-[2-(trifluoromethyl)-4-pyridyl]-1,2,4-oxadiazol-5-yl]ethyl]bicyclo[1.1.1]pentane-1-carboxamide